5-((1R,2R)-2-((cyclopropylmethyl)amino)cyclopropyl)-N-(tetrahydro-2H-pyran-4-yl)thiophene-3-carboxamide Succinate C(CCC(=O)O)(=O)O.C1(CC1)CN[C@H]1[C@@H](C1)C1=CC(=CS1)C(=O)NC1CCOCC1